CN1CCC(CC1)N1C(C2=CC=C(C=C2C1)NC1=CC=C(C=C1)N1CCC(CC1)C(F)(F)F)=O 2-(1-methylpiperidin-4-yl)-5-((4-(4-(trifluoromethyl)piperidin-1-yl)phenyl)amino)isoindolin-1-one